(4-(1-((2R,5S)-2,5-dimethylpiperazin-1-yl)ethyl)phenyl)methanol methyl-7-bromo-5-methoxy-1-methyl-1H-indole-3-carboxylate CC=1N(C2=C(C=C(C=C2C1C(=O)OCC1=CC=C(C=C1)C(C)N1[C@@H](CN[C@H](C1)C)C)OC)Br)C